3-{5-[(3R)-3-isopropyl-4-[3-(methylamino)propyl]piperazin-1-yl]-3-methyl-2-oxo-1,3-benzodiazol-1-yl}piperidine-2,6-dione C(C)(C)[C@@H]1CN(CCN1CCCNC)C1=CC2=C(N(C(N2C)=O)C2C(NC(CC2)=O)=O)C=C1